1,3-bis(bromomethyl)-5-ethynylbenzene BrCC1=CC(=CC(=C1)C#C)CBr